1-(4-aminobutyl)Pyridinium bromide tert-butyl-1-((6-chloro-3-methylpyrazin-2-yl)methyl)cyclopropane-1-carboxylate C(C)(C)(C)OC(=O)C1(CC1)CC1=NC(=CN=C1C)Cl.[Br-].NCCCC[N+]1=CC=CC=C1